2-(2-{[4-cyclopropyl-5-(2-fluorophenyl)-4H-1,2,4-triazol-3-yl]sulfanyl}acetamido)-4H,5H,6H-cyclopenta[b]thiophene-3-carboxamide C1(CC1)N1C(=NN=C1C1=C(C=CC=C1)F)SCC(=O)NC1=C(C2=C(S1)CCC2)C(=O)N